BrC1=CC=C(C(=O)N[C@H](C(=O)OC)C(C)(C)NC(=O)OC(C)(C)C)C=C1 methyl (S)-2-(4-bromobenzamido)-3-((tert-butoxycarbonyl)amino)-3-methylbutanoate